C(C1=CC=CC=C1)N1C(C(OCC1)O)=O 4-Benzyl-2-hydroxy-morpholin-3-one